racemic-allyl ether C(C=C)OCC=C